ClC1=C2C(=NC=C1OC=1C=NN3C1C=NC=C3)N=C(N2C)NC=2C(N(C=C(C2)C2CC2)[C@@H]2[C@@H](CC2)O)=O 3-((7-chloro-1-methyl-6-(pyrazolo[1,5-a]pyrazin-3-yloxy)-1H-imidazo[4,5-b]pyridin-2-yl)amino)-5-cyclopropyl-1-((1S,2R)-2-hydroxycyclobutyl)pyridin-2(1H)-one